C1(CC1)OC1=C(C=NC=C1C(=O)N)C=O 4-CYCLOPROPOXY-5-FORMYLNICOTINAMIDE